C1(=CC=C(C=C1)N(C1=CC=2C(C3=CC=CC=C3C2C=C1)(C1=CC=CC=C1)C1=CC=CC=C1)C1=CC=C(C=C1)C=1C=CC=2N(C3=CC=CC=C3C2C1)C1=CC=CC=C1)C1=CC=CC=C1 N-(biphenyl-4-yl)-N-[4-(9-phenyl-9H-carbazol-3-yl)phenyl]-9,9-diphenyl-9H-fluoren-2-amine